O1CCC(CC1)NC1=C2C=C(N(C2=CC=C1)CC(F)(F)F)C#CC 3-{4-[(oxan-4-yl)amino]-1-(2,2,2-trifluoroethyl)-1H-indol-2-yl}prop-2-yn